C(C)(C)(C)C1=CC=C(C=C1)C=1OC(C(N1)=CC1=CSC=C1)=O 2-(4-(tert-butyl)phenyl)-4-(thiophen-3-ylmethylene)oxazol-5(4H)-one